trimethylolpropane-tri[3-(2-methylaziridinyl) propionate] CC1N(C1)CCC(=O)O.CC1N(C1)CCC(=O)O.CC1N(C1)CCC(=O)O.C(O)C(CC)(CO)CO